3,4-dichlorobenzyl-boric acid ClC=1C=C(COB(O)O)C=CC1Cl